FC1=C(C=CC(=C1)F)N1C=CC=C1 1-(2,4-difluorophenyl)-1H-pyrrole